C[C@H]1[C@H]2CC[C@H]3[C@]([C@@H]2CC=C1C=C)(CC(=O)[C@H](C3(C)C)O)C The molecule is a diterpenoid that is ent-cassa-12,15-diene carrying oxo and hydroxy substituents at positions 2 and 3beta respectively. It has a role as a plant metabolite. It is a cyclic terpene ketone, a diterpenoid, a secondary alcohol and a secondary alpha-hydroxy ketone. It derives from a hydride of an ent-cassa-12,15-diene.